[2H]C(N([C@@H]1[C@H](CC[C@@H](C1)C1=CC(=CC=C1)C(F)(F)F)N)C([2H])([2H])[2H])([2H])[2H] (1S,2S,4S)-N2,N2-bis(trideuteriomethyl)-4-[3-(trifluoromethyl)phenyl]-cyclohexane-1,2-diamine